ClC1=C(OCC(C)(C#N)NC(=O)C2=CC=3OCCN(C3N=C2)C)C=CC=C1 N-(1-(2-chlorophenoxy)-2-cyanopropan-2-yl)-4-methyl-3,4-dihydro-2H-pyrido[3,2-b][1,4]oxazine-7-carboxamide